4-(m-methylbenzyl)piperazine CC=1C=C(CN2CCNCC2)C=CC1